5-[1-(2H3)methyl-1H-pyrazol-4-yl]-2-{6-[methyl(2,2,6,6-tetramethylpiperidin-4-yl)amino]-1,2,4-triazin-3-yl}phenol C(N1N=CC(=C1)C=1C=CC(=C(C1)O)C=1N=NC(=CN1)N(C1CC(NC(C1)(C)C)(C)C)C)([2H])([2H])[2H]